3-{4-[2-(2,4-difluorophenyl)-N-hydroxyethanimidoyl]phenyl}-5-(trifluoromethyl)-4,5-dihydro-1,2-oxazol-5-ol FC1=C(C=CC(=C1)F)CC(=NO)C1=CC=C(C=C1)C1=NOC(C1)(O)C(F)(F)F